4-(4-(4-chlorobenzoyl)-3,4-dihydro-2H-pyrido[4,3-b][1,4]oxazin-8-yl)benzonitrile ClC1=CC=C(C(=O)N2C3=C(OCC2)C(=CN=C3)C3=CC=C(C#N)C=C3)C=C1